N1N=C(C=2C1=NC=CC2)C=2N=NC1=NC=CC(C12)=C1N=NC2=NC=CC=C21 terpyrazolo[3,4-b]pyridin